3-methylbenzoyl chloride, 3-phenylmethyl-pyridinium salt C1(=CC=CC=C1)CC=1C=[NH+]C=CC1.CC=1C=C(C(=O)Cl)C=CC1